methyl 2-[2-(2-chlorophenyl)acetyl]-5-fluoro-3-nitrobenzoate ClC1=C(C=CC=C1)CC(=O)C1=C(C(=O)OC)C=C(C=C1[N+](=O)[O-])F